2-(2-(2-hydroxy-5-methylphenyl)-2-(2-thienyl)ethyl)-1-methylpyridine iodide [I-].OC1=C(C=C(C=C1)C)C(CC1N(C=CC=C1)C)C=1SC=CC1